NC1=NC(=CC=2C1=NN(N2)CC2=NC(=CC=C2)C)C2=C(C#N)C=CC=C2 (4-amino-2-((6-methylpyridin-2-yl)methyl)-2H-[1,2,3]triazolo[4,5-c]pyridin-6-yl)benzonitrile